FC1=CC=C(C=C1)NC1=NC2=CC=CC=C2N=C1NCC=1SC=CC1 N2-(4-fluorophenyl)-N3-(thien-2-ylmethyl)quinoxaline-2,3-diamine